C(C1=CC=CC=C1)OC1=C2CCC(CC2=CC=C1)N(CCC)C(CC)O ((5-(benzyloxy)-1,2,3,4-tetrahydronaphthalen-2-yl)(propyl)amino)propanol